2,2,2-trifluoro-1-(5-(hydroxymethyl)-1-methyl-3,4-dihydroisoquinolin-2(1H)-yl)ethan-1-one FC(C(=O)N1C(C2=CC=CC(=C2CC1)CO)C)(F)F